ClC=1N=C(C=2C(N1)=CN(N2)C2OCCCC2)OCC2=CC(=C(C=C2)C=2N(C=C(N2)C(F)(F)F)C)F 5-chloro-7-((3-fluoro-4-(1-methyl-4-(trifluoromethyl)-1H-imidazol-2-yl)benzyl)oxy)-2-(tetrahydro-2H-pyran-2-yl)-2H-pyrazolo[4,3-d]pyrimidine